C(C(O)CC(=O)[O-])(=O)[O-].C(CCC)[Sn+2]CCCC Dibutyltin malate